FC1=CC2=C(N(C(CO2)=O)CC#C)C=C1N1C(C=2CCCCC2C1=O)=O 2-(7-fluoro-3-oxo-4-prop-2-ynyl-1,4-benzoxazin-6-yl)-4,5,6,7-tetrahydroisoindole-1,3-dione